COC[C@@H]1N(CC(C1)C1=CC=C(C=C1)C(F)(F)F)C1=CC=C(C=C1)[N+](=O)[O-] (2R)-2-(methoxymethyl)-1-(4-nitrophenyl)-4-(4-(trifluoromethyl)phenyl)pyrrolidine